C(C#C)OCC(=O)O 2-prop-2-ynoxyacetic acid